ClC1=CC(=C(C=C1)C1(OCC(O1)C)CN1N=CN=C1)OC1=CC=C(C=C1)Cl 1-{2-[4-chloro-2-(4-chlorophenoxy)-phenyl]-4-methyl-[1,3]dioxolan-2-ylmethyl}-1H-[1,2,4]triazol